Cl.NC=1N=CSC1C(C)C 4-amino-5-(iso-propyl)thiazole hydrochloride